O1C(=NC2=C1C=CC=C2)C=2C(=C(C(=C(C2C2=CC=C(C=C2)N2C1=CC=CC=C1C=1C=C(C=CC21)C)C2=CC=C(C=C2)N2C1=CC=CC=C1C=1C=C(C=CC21)C)C2=CC=C(C=C2)N2C1=CC=CC=C1C=1C=C(C=CC21)C)C#N)C2=CC=C(C=C2)N2C1=CC=CC=C1C=1C=C(C=CC21)C2=CC=CC=C2 5'-(benzo[d]oxazol-2-yl)-4,4''-bis(3-methyl-9H-carbazol-9-yl)-6'-(4-(3-methyl-9H-carbazol-9-yl)phenyl)-4'-(4-(3-phenyl-9H-carbazol-9-yl)phenyl)-[1,1':2',1''-terphenyl]-3'-carbonitrile